tert-butyl N-[(3R,4S)-1-(7-hydroxy-1,8-naphthyridin-3-yl)-4-methylpyrrolidin-3-yl]carbamate OC1=CC=C2C=C(C=NC2=N1)N1C[C@@H]([C@H](C1)C)NC(OC(C)(C)C)=O